BrC1=CC(=NS1)C(=O)N 5-bromoisothiazole-3-carboxamide